6-(4-chloro-5,7-dihydro-6H-pyrrolo[3,4-b]pyridin-6-yl)-2-(2-chlorophenyl)-4,5,6,7-tetrahydro-1H-benzo[d]imidazole ClC1=C2C(=NC=C1)CN(C2)C2CCC1=C(NC(=N1)C1=C(C=CC=C1)Cl)C2